sodium α-L-guluronate O[C@H]1[C@@H](O)[C@@H](O)[C@H](O)[C@@H](O1)C(=O)[O-].[Na+]